((4-(2-bromoethoxy)-hydroxy-2-nitrophenyl)amino)-4-(phenylamino)pyrimidine-5-carbonitrile BrCCOC1=C(C(=C(C=C1)NC1=NC=C(C(=N1)NC1=CC=CC=C1)C#N)[N+](=O)[O-])O